C(CC)NC(CCCCCCCCCCCCCCCCC(=O)N)=O 18-(propylamino)-18-oxostearamide